C1(CCC1)CCNC(C1=CC(=CC=C1)NC1=C(C=C(C=C1)OCC1=NC=CC=C1)C)=O N-(2-cyclobutylethyl)-3-((2-methyl-4-(pyridin-2-ylmethoxy)phenyl)amino)benzamide